trioctyl-{(methoxydimethylsilyl)methyl}phosphonium chloride [Cl-].C(CCCCCCC)[P+](C[Si](C)(C)OC)(CCCCCCCC)CCCCCCCC